C1(CCCCC1)NC1=C(C=C2C=NC(=NC2=C1)CSC1CCOCC1)F 7-(cyclohexylamino)-6-fluoro-2-(((tetrahydro-2H-pyran-4-yl)thio)methyl)quinazolin